C(C(C)C)(=O)O[C@@H]1[C@H](O[C@@]([C@@H]1O)(C#N)C1=CC=C2C(=NC=NN21)N)COC(C(C)C)=O (2R,3S,4R,5R)-5-(4-aminopyrrolo[2,1-f][1,2,4]triazin-7-yl)-5-cyano-4-hydroxy-2-((isobutyryloxy)methyl)tetrahydrofuran-3-yl isobutyrate